tert-butyl N-[(1S)-2-[(1R,2S,5S)-2-[[(1S)-2-amino-2-oxo-1-[[(3S)-2-oxopyrrolidin-3-yl]methyl]ethyl]carbamoyl]-6,6-dimethyl-3-azabicyclo[3.1.0]hexan-3-yl]-1-methyl-2-oxo-ethyl]carbamate NC([C@H](C[C@H]1C(NCC1)=O)NC(=O)[C@@H]1[C@H]2C([C@H]2CN1C([C@H](C)NC(OC(C)(C)C)=O)=O)(C)C)=O